N[C@@H](CC(=O)OCC)C1=C(C(=CC(=C1)Br)F)F Ethyl (S)-3-amino-3-(5-bromo-2,3-difluorophenyl)propanoate